S1C(=NC=C1)C=1SC2=C(C=[N+](C=C2)[O-])N1 2-(thiazol-2-yl)thiazolo[4,5-c]pyridine 5-oxide